1,7,7-trimethyl-3-((1',3',3'-trimethylspiro[benzopyran-2,2'-indoline]-6-yl)methylene)bicyclo[2.2.1]heptan-2-one CC12C(C(C(CC1)C2(C)C)=CC=2C=CC1=C(C=CC3(N(C4=CC=CC=C4C3(C)C)C)O1)C2)=O